tert-butyl (2S,4S)-4-((7-bromo-6,8-dichloro-2-(3-(dimethylamino)azetidin-1-yl)-3-nitroquinolin-4-yl)amino)-2-(cyanomethyl)piperidine-1-carboxylate BrC1=C(C=C2C(=C(C(=NC2=C1Cl)N1CC(C1)N(C)C)[N+](=O)[O-])N[C@@H]1C[C@H](N(CC1)C(=O)OC(C)(C)C)CC#N)Cl